CC1=CC=C(CC(C(=O)C2=CC=C(C=C2)N2CCOCC2)(CC)N(C)C)C=C1 2-(4-methylbenzyl)-2-dimethylamino-1-(4-morpholinophenyl)butan-1-one